COC(=O)C1=C(CCC1)C1=C(C=C(C(=O)OC)C=C1)[N+](=O)[O-] methyl 4-(2-(methoxycarbonyl)cyclopent-1-en-1-yl)-3-nitrobenzoate